FC(OC1(CCC1)OCCO)(F)F 2-[3-cis-(trifluoromethoxy)cyclobutoxy]Ethanol